C(C)S(=O)(=O)NC(C(=O)N)CC 2-[(ethylsulfonyl)amino]butanamide